3-[1-(4-isopropenyl-phenyl)-1H-[1,2,3]triazol-4-yl]-1H-quinolin-2-one C(=C)(C)C1=CC=C(C=C1)N1N=NC(=C1)C=1C(NC2=CC=CC=C2C1)=O